((2-ethyl-6-methoxy-1,2,3,4-tetrahydroisoquinolin-7-yl)amino)-5-((3-(trifluoromethyl)phenyl)amino)-1,2,4-triazine-6-carboxamide C(C)N1CC2=CC(=C(C=C2CC1)OC)NC=1N=NC(=C(N1)NC1=CC(=CC=C1)C(F)(F)F)C(=O)N